(2S,4R)-1-{(2S)-2-[3-(3-bromophenyl)propanamido]-3,3-dimethylbutyryl}-4-hydroxy-N-{(1S)-1-[4-(4-methyl-1,3-thiazol-5-yl)phenyl]ethyl}pyrrolidine-2-carboxamide BrC=1C=C(C=CC1)CCC(=O)N[C@H](C(=O)N1[C@@H](C[C@H](C1)O)C(=O)N[C@@H](C)C1=CC=C(C=C1)C1=C(N=CS1)C)C(C)(C)C